ruthenium(III) nitrate [N+](=O)([O-])[O-].[Ru+3].[N+](=O)([O-])[O-].[N+](=O)([O-])[O-]